3-(4-aminophenyl)-1-(4-((6-(2-hydroxy-4-(1H-pyrazol-4-yl)phenyl)pyridazin-3-yl)(methyl)amino)-2,2,6,6-tetramethylpiperidin-1-yl)propan-1-one NC1=CC=C(C=C1)CCC(=O)N1C(CC(CC1(C)C)N(C)C=1N=NC(=CC1)C1=C(C=C(C=C1)C=1C=NNC1)O)(C)C